C(#N)C1=C(OC2=C3CC[C@@H](N(C3=CC=C2C=2C=NN(C2)C2CCNCC2)C(=O)OC)C)C=CC=C1 methyl (S)-5-(2-cyanophenoxy)-2-methyl-6-(1-(piperidin-4-yl)-1H-pyrazol-4-yl)-3,4-dihydroquinoline-1(2H)-carboxylate